isopropyl ((S)-fluoro((R or S)-3-(2-(5-fluorothiophen-2-yl)ethyl)-1-(2-(6-methylpyridin-3-yl)propan-2-yl)pyrrolidin-3-yl)methyl)carbamate F[C@@H]([C@]1(CN(CC1)C(C)(C)C=1C=NC(=CC1)C)CCC=1SC(=CC1)F)NC(OC(C)C)=O |o1:2|